trans-5-(2-(4-Fluoro-5-methoxy-2-propylphenyl)cyclopropyl)-2,2'-bipyrimidine FC1=CC(=C(C=C1OC)[C@H]1[C@@H](C1)C=1C=NC(=NC1)C1=NC=CC=N1)CCC